FC=1C=CC(=C(C1)C(C(C(=O)OCC)Br)Br)[N+](=O)[O-] ethyl 3-(5-fluoro-2-nitrophenyl)-2,3-dibromopropionate